2-[[6-(tert-butoxycarbonylamino)-5-methyl-3-pyridinyl]amino]-2-oxo-acetic acid C(C)(C)(C)OC(=O)NC1=C(C=C(C=N1)NC(C(=O)O)=O)C